2-[(3-chloro-4-fluorophenyl)-[(4-fluorocyclohexyl)methoxy]methyl]-5-methyl-4-methylsulfonyl-1H-imidazole ClC=1C=C(C=CC1F)C(C=1NC(=C(N1)S(=O)(=O)C)C)OCC1CCC(CC1)F